tritylthio-L-cysteine methyl ester COC([C@@H](NSC(C1=CC=CC=C1)(C1=CC=CC=C1)C1=CC=CC=C1)CS)=O